C(N1NC=CC=C1NC(=O)[C@@H]1[C@H](C1)C)([2H])([2H])[2H] N-(methyl-d3)-6-((1S,2S)-2-methylcyclopropane-1-carboxamido)pyridazine